C1N(CC12CNCCC2)C(=O)C=2C=C1C(=NNC1=CC2)C#CC2=C(C=C(C=C2)C(F)(F)F)C2=CC=CC=C2 (2,6-diazaspiro[3.5]nonan-2-yl)(3-((5-(trifluoromethyl)-[1,1'-biphenyl]-2-yl)ethynyl)-1H-indazol-5-yl)methanone